sodium β-laurylaminopropionate C(CCCCCCCCCCC)NCCC(=O)[O-].[Na+]